C(C)(C)(C)[Si](OCC(OC1=C(C=CC(=C1)C=O)C1=C(C=CC(=C1)OC)F)C)(C)C 2-[2-(tert-butyl-dimethyl-silanyloxy)-1-methyl-ethoxy]-2'-fluoro-5'-methoxy-biphenyl-4-carbaldehyde